[Si](C1=CC=CC=C1)(C1=CC=CC=C1)(C(C)(C)C)O[C@@H]1C[C@H](NC1=O)C(=O)OC methyl (2S,4R)-4-((tert-butyldiphenylsilyl)oxy)-5-oxopyrrolidine-2-carboxylate